NC1=CC=C(C=C1)S(=O)(=O)NC=1N=CC=2C=C3NNC(C4(N3C2N1)CCCCC4)=O 4-amino-N-(3'-oxo-2',3'-dihydro-1'H-spiro[cyclohexane-1,4'-pyrimido[5',4':4,5]pyrrolo[2,1-c][1,2,4]triazin]-7'-yl)benzenesulfonamide